methyl 4-amino-3,6-dichloro-5-fluoro-pyridine-2-carboxylate NC1=C(C(=NC(=C1F)Cl)C(=O)OC)Cl